ClC1=C(C=NN1C1CC1)NC1=NC2=CC(=C(C=C2C=N1)C)N1CCN(CC1)[C@@H]1[C@@H](COC1)O |o1:27,28| (3S,4S) or (3R,4R)-4-(4-{2-[(5-chloro-1-cyclopropyl-1H-pyrazol-4-yl)amino]-6-methylquinazolin-7-yl}piperazin-1-yl)oxolan-3-ol